NC=1C(=NC=CN1)C(=O)C1=CC=CC=C1 (3-aminopyrazin-2-yl)(phenyl)methanone